COC=1C(=NC=CC1C1=NOC(=N1)COC)NC1=C(N=NC(=C1)NC(CC)=O)C(=O)NC([2H])([2H])[2H] 4-({3-Methoxy-4-[5-(methoxymethyl)-1,2,4-oxadiazol-3-yl]pyridin-2-yl}amino)-N-(2H3)methyl-6-propanamidopyridazin-3-carboxamid